1-(dichloromethoxy)-2-methylbenzene ClC(OC1=C(C=CC=C1)C)Cl